C[C@@H]1CC[C@@]2([C@@H]([C@@]1(C)CCC(CCO)CO)CCC=C2C(=O)O)C The molecule is a diterpenoid that is 3,4,4a,5,6,7,8,8a-octahydronaphthalene-1-carboxylic acid substituted by methyl groups at positions 5, 6 and 8a and a 5-hydroxy-3-(hydroxymethyl)pentyl group at position 5 (the 4aR,5S,6R,8aR stereoisomer). It is isolated from the whole plant of Ballota limbata (Syn.Otostegia limbata) and acts as a lipoxygenase inhibitor. It has a role as a metabolite and a lipoxygenase inhibitor. It is a monocarboxylic acid, a diterpenoid, a diol, a carbobicyclic compound and a member of octahydronaphthalenes.